C(C)(C)(C)[Si](OCC1CCC(CC1)N1N=C2C=CC(=CC2=C1)N)(C)C 2-[4-[[Tert-butyl-(dimethyl)silyl]oxymethyl]cyclohexyl]indazol-5-amine